racemic-4-(((3S,4R)-4-(4-cyanophenyl)pyrrolidin-3-yl)methyl)-5,7-dimethyl-1H-indole-1-carboxylic acid tert-butyl ester C(C)(C)(C)OC(=O)N1C=CC2=C(C(=CC(=C12)C)C)C[C@@H]1CNC[C@H]1C1=CC=C(C=C1)C#N |r|